NC1=NC=C(C(=C1[N+](=O)[O-])NC1CCN(CC1)C=C1CC=C(C=C1)N(S(=O)(=O)C)C)Cl (4-((4-((2-amino-5-chloro-3-nitropyridin-4-yl)amino)piperidin-1-yl)methylene)phenyl)-N-methyl-methylsulfonamide